C(C)(C)(C)OC(=O)N1CC(C(CC1)C1=CC2=C(N(C(N2C)=O)C2C(NC(CC2)=O)=O)C=C1)(F)F 4-[1-(2,6-dioxo-3-piperidinyl)-3-methyl-2-oxo-benzoimidazol-5-yl]-3,3-difluoro-piperidine-1-carboxylic acid tert-butyl ester